t-butylmethylether C(C)(C)(C)OC